4-(4-methylphenyl)-2-{3-[4-(pyrrolidin-1-yl)butyl]ureido}thiophene-3-carboxylic acid ethyl ester C(C)OC(=O)C1=C(SC=C1C1=CC=C(C=C1)C)NC(=O)NCCCCN1CCCC1